2-(4-(cyclopropylmethyl)phenyl)-4,4,5,5-tetramethyl-1,3,2-dioxaborolane C1(CC1)CC1=CC=C(C=C1)B1OC(C(O1)(C)C)(C)C